Rel-N-(((1R,2S)-2-aminocyclobutyl)methyl)-4-(7H-pyrrolo[2,3-d]pyrimidin-4-yl)-3,4-dihydro-2H-1,4-thiazine-6-carboxamide hydrochloride Cl.N[C@@H]1[C@H](CC1)CNC(=O)C1=CN(CCS1)C=1C2=C(N=CN1)NC=C2 |o1:2,3|